ClC=1C=C2CO[C@]3(O[C@@H]([C@H]([C@@H]([C@H]3O)O)O)C)C2=CC1CC1=CC=C(S1)C(=O)N1CCOCC1 (5-(((1S,3'R,4'S,5'S,6'R)-5-Chloro-3',4',5'-trihydroxy-6'-methyl-3',4',5',6'-tetrahydro-3H-spiro[isobenzofuran-1,2'-pyran]-6-yl)methyl)-thiophen-2-yl)(morpholinyl)keton